C(C=CC=O)=O Butenedialdehyde